NC1=C(C=C2C(=N1)C=C(N2)CN2C(C1=CC(=CC=C1[C@@]21C(N(CC1)CC1=CC=C(C=C1)F)=O)F)=O)F (S)-2-((5-amino-6-fluoro-1H-pyrrolo[3,2-b]pyridin-2-yl)methyl)-5-fluoro-1'-(4-fluorobenzyl)spiro[isoindoline-1,3'-pyrrolidine]-2',3-dione